C(C)OC=1C=C(C=CC1O)[C@@H](C(=O)O)O L-3-ethoxy-4-hydroxyphenylglycolic acid